(4,4-difluorocyclohexyl)-2-imidazol-1-yl-8-methyl-7H-purine-6-carboxamide FC1(CCC(CC1)N1C(=NC2=NC(=NC(=C12)C(=O)N)N1C=NC=C1)C)F